5-nitro-3-(1H-pyrazol-1-yl)-1-(tetrahydro-2H-pyran-2-yl)-1H-indazole [N+](=O)([O-])C=1C=C2C(=NN(C2=CC1)C1OCCCC1)N1N=CC=C1